OC[C@H](C)NC(=O)C=1C(N(N=C(C1)C=1C=NC(=CC1)C(F)(F)F)C1=CC=CC=C1)=O N-[(2S)-1-Hydroxypropan-2-yl]-3-oxo-2-phenyl-6-[6-(trifluoromethyl)pyridin-3-yl]-2,3-dihydropyridazin-4-carboxamid